CC1CN(CC(N1)C)C=1C(=C2C(N(C(C2=CC1F)=O)C1C(NC(CC1)=O)=O)=O)F 5-(3,5-dimethylpiperazin-1-yl)-2-(2,6-dioxopiperidin-3-yl)-4,6-difluoroisoindoline-1,3-dione